CN1C(C(=C(C2=CC=CC=C12)N1CCC(CC1)C1=CC=C(C=C1)C)C#N)=O 1-methyl-4-[4-(4-methylphenyl)piperidin-1-yl]-2-oxo-1,2-dihydroquinoline-3-carbonitrile